BrC1=C(C(=O)NS(=O)(=O)C2=CC(=C(C=C2)NC[C@@H]2OCCOC2)[N+](=O)[O-])C=CC(=C1)N1CCN(CC1)CC1=C(CC(CC1)(C)C)C1=CC=C(C=C1)Cl 2-bromo-4-(4-[[2-(4-chlorophenyl)-4,4-dimethylcyclohex-1-en-1-yl]methyl]piperazin-1-yl)-N-(4-[[(2S)-1,4-dioxan-2-ylmethyl]amino]-3-nitrobenzenesulfonyl)benzamide